OC1=C(C=CC=C1)C1=CC(=CN=N1)N1CCC(CC1)(C(=O)O)C1=NN(C=C1)C 1-[6-(2-hydroxyphenyl)pyridazin-4-yl]-4-(1-methylpyrazol-3-yl)piperidine-4-carboxylic acid